pentaerythritol tris(2-mercaptoacetate) SCC(=O)OCC(COC(CS)=O)(COC(CS)=O)CO